2-(4-methylcyclohexyl)-2-(3,3-dichlorobutyl)-1,3-dimethoxypropane CC1CCC(CC1)C(COC)(COC)CCC(C)(Cl)Cl